(S)-5-(tert-butoxy)-4-(3-((S)-1-(tert-butoxy)-1-oxo-4-(1H-tetrazol-5-yl)butan-2-yl)ureido)-5-oxopentanoic acid C(C)(C)(C)OC([C@H](CCC(=O)O)NC(=O)N[C@H](C(=O)OC(C)(C)C)CCC1=NN=NN1)=O